S1N=NC2=C1C(=CC=C2)C2=C(N=C1N2CCN1C(C)=O)C1=NC(=CC=C1)C 1-(5-(Benzo[d][1,2,3]thiadiazol-7-yl)-6-(6-methylpyridin-2-yl)-2,3-dihydro-1H-imidazo[1,2-a]imidazol-1-yl)ethan-1-one